[Cr].N1NNCCC1 Triazacyclohexane Chromium